FC1=C(C(=CC=C1)OC)C1=NC=CC2=C1CN(C2=O)C2=NC=C(C=C2)N2CCNCC2 4-(2-fluoro-6-methoxyphenyl)-2-(5-(piperazin-1-yl)pyridin-2-yl)-2,3-dihydro-1H-pyrrolo[3,4-c]pyridin-1-one